[F-].[Mn+2].[Co+2].[F-].[F-].[F-] cobalt-manganese fluoride